3-(S)-(2-cyanoethyl)pyrrolidine-1-carboxylic acid tert-butyl ester C(C)(C)(C)OC(=O)N1C[C@H](CC1)CCC#N